undecanoic acid (2,5-dioxopyrrolidin-1-yl) ester O=C1N(C(CC1)=O)OC(CCCCCCCCCC)=O